COC=1C(=C(C(=CC1)C([2H])([2H])[2H])NC(OC(C)(C)C)=O)C([2H])([2H])[2H] tert-butyl N-[3-methoxy-2,6-bis(trideuteriomethyl)phenyl]carbamate